C(#N)C=1NC(=C(C(C1C(=O)OC)C=1C2=C(SC1)C(=CC=C2)C#N)C(=O)OC)C2CC2 Dimethyl 2-cyano-4-(7-cyanobenzo[b]thiophen-3-yl)-6-cyclopropyl-1,4-dihydropyridin-3,5-dicarboxylat